3-((R)-2-amino-2-phenylethyl)-5-(2-fluoro-3-methoxyphenyl)-1-(2-fluoro-6-trifluoromethylbenzyl)-6-methyl-1H-pyrimidine-2,4-dione N[C@@H](CN1C(N(C(=C(C1=O)C1=C(C(=CC=C1)OC)F)C)CC1=C(C=CC=C1C(F)(F)F)F)=O)C1=CC=CC=C1